ethyl (S)-1-(3-(((6-benzyl-2-(3,3,3-trifluoro-2,2-dimethylpropanoyl)-2,6-diazaspiro[3.4]octan-8-yl)methoxy)methyl)phenyl)cyclohexane-1-carboxylate C(C1=CC=CC=C1)N1CC2(CN(C2)C(C(C(F)(F)F)(C)C)=O)[C@@H](C1)COCC=1C=C(C=CC1)C1(CCCCC1)C(=O)OCC